CCCCCCCCCCCCCCCCC Heptadecan